(R)-(6-(1-methyl-1H-indazol-5-yl)thieno[2,3-b]pyridin-2-yl)(tetrahydro-2H-pyran-4-yl)methanol CN1N=CC2=CC(=CC=C12)C1=CC=C2C(=N1)SC(=C2)[C@H](O)C2CCOCC2